(1r,4s)-4-(3-bromoanilino)-3',4'-dihydro-2'H-spiro[cyclohexane-1,1'-naphthalene]-4-carboxylic acid BrC=1C=C(NC2(CCC3(CCCC4=CC=CC=C34)CC2)C(=O)O)C=CC1